C(C)(C)(C)OC(NS(=O)(=O)N1CC2=CC=C(C=C2CC1)C1=NNC(C2=CC(=C(C=C12)OC)OC)=O)=O ((6-(6,7-dimethoxy-4-oxo-3,4-dihydro-phthalazin-1-yl)-3,4-dihydro-isoquinolin-2(1H)-yl)sulfonyl)carbamic acid tert-butyl ester